BrC=1C=CC2=C(C(=NO2)NS(=O)(=O)C2=CC=3CCCCC3C=C2OC)C1 N-(5-Bromobenzo[d]isoxazol-3-yl)-3-methoxy-5,6,7,8-tetrahydronaphthalene-2-sulfonamide